2,6-dichloro-4-[2,4-difluoro-6-(4-methyl-1,2,4-triazol-3-yl)phenyl]pyridine ClC1=NC(=CC(=C1)C1=C(C=C(C=C1C1=NN=CN1C)F)F)Cl